N1(CCC1)C(=O)N1CC2(CC2)[C@@H]([C@@H]1CC=1C(=C(C=CC1)C1=CC=CC=C1)F)NS(=O)(=O)CF N-((6S,7S)-5-(azetidine-1-carbonyl)-6-((2-fluoro-[1,1'-biphenyl]-3-yl)methyl)-5-azaspiro[2.4]heptan-7-yl)-1-fluoromethanesulfonamide